C1(CC1)[C@]1(C(N(C[C@H]1C)C1=NC(=CC2=C1SC=N2)C=2C=NN(C2)C2COC2)=O)C#N (3R,4S)-3-cyclopropyl-4-methyl-1-(6-(1-(oxetan-3-yl)-1H-pyrazol-4-yl)thiazolo[5,4-c]pyridin-4-yl)-2-oxopyrrolidine-3-carbonitrile